CC=1C(NC2=C(C(=CC=C2N1)CBr)F)=O 3-Methyl-8-fluoro-7-bromomethyl-1H-quinoxalin-2-one